N-methylpiperidine chloride [Cl-].CN1CCCCC1